(S)-(6-(3-Methyl-1H-pyrrolo[2,3-b]pyridin-5-yl)-8-(pyrrolidin-2-yl)-3,4-dihydroisoquinoline-2(1H)-yl)(pyridin-2-yl)methanone CC1=CNC2=NC=C(C=C21)C=2C=C1CCN(CC1=C(C2)[C@H]2NCCC2)C(=O)C2=NC=CC=C2